8-Bromo-2,3,4,5-tetrahydro-1H-benzo[4,5]selenopheno[2,3-d]azepine BrC1=CC2=C(C3=C(CCNCC3)[Se]2)C=C1